7-Methoxy-N-(pyrazolo[1,5-a]pyridin-7-yl)-2-(tetrahydro-2H-pyran-4-yl)imidazo[1,2-a]pyridine-6-carboxamide COC1=CC=2N(C=C1C(=O)NC1=CC=CC=3N1N=CC3)C=C(N2)C2CCOCC2